(2',5'-diphenyl-biphenyl-4-yl)-(4'-naphthalen-1-yl-biphenyl-4-yl)-(4-naphthalen-2-yl-phenyl)amine C1(=CC=CC=C1)C1=C(C=C(C=C1)C1=CC=CC=C1)C1=CC=C(C=C1)N(C1=CC=C(C=C1)C1=CC2=CC=CC=C2C=C1)C1=CC=C(C=C1)C1=CC=C(C=C1)C1=CC=CC2=CC=CC=C12